2,4-dinitrotrifluoromethoxybenzene C1=CC(=C(C=C1[N+](=O)[O-])[N+](=O)[O-])OC(F)(F)F